ClC1=CC(=CC=2C=3N(CCOC21)C=NC3)C(=O)NC3CCC(CC3)OCC(C(F)(F)F)(C)C 8-chloro-N-((1r,4r)-4-(3,3,3-trifluoro-2,2-dimethylpropoxy)cyclohexyl)-5,6-dihydrobenzo[f]imidazo[1,5-d][1,4]oxazepine-10-carboxamide